N-[[6-(3-tert-Butylphenoxy)-2-pyridyl]sulfonyl]-2-(2,2,4-trimethylpyrrolidin-1-yl)pyridin-3-carboxamid C(C)(C)(C)C=1C=C(OC2=CC=CC(=N2)S(=O)(=O)NC(=O)C=2C(=NC=CC2)N2C(CC(C2)C)(C)C)C=CC1